3-[2-(6-{5-chloro-2-[(oxacyclohex-4-yl)amino]pyrimidin-4-yl}-1-oxo-2,3-dihydro-1H-isoindol-2-yl)acetyl]-2,3,4,5-tetrahydro-1H-3-benzazepine-7-carbonitrile ClC=1C(=NC(=NC1)NC1CCOCC1)C1=CC=C2CN(C(C2=C1)=O)CC(=O)N1CCC2=C(CC1)C=CC(=C2)C#N